3-(3-(((1-(4-(1-acetyl-4-((4-chlorophenyl)amino)-2-methyl-1,2,3,4-tetrahydroquinolin-6-yl)phenyl)piperidin-4-yl)(methyl)amino)methyl)phenyl)piperidine-2,6-dione C(C)(=O)N1C(CC(C2=CC(=CC=C12)C1=CC=C(C=C1)N1CCC(CC1)N(C)CC=1C=C(C=CC1)C1C(NC(CC1)=O)=O)NC1=CC=C(C=C1)Cl)C